FC1=C(C=CC=C1)C(=O)C1=C(C=C(C=C1)CCCCCCCCCCCCCCC)O (2-fluorophenyl)(2-hydroxy-4-pentadecylphenyl)methanone